3-[(3-chloro-2-methoxyphenyl)amino]-2-(3-fluoropyridin-4-yl)-7-(2-oxopropyl)-1H,5H,6H,7H-pyrrolo[3,2-c]pyridin-4-one ClC=1C(=C(C=CC1)NC1=C(NC2=C1C(NCC2CC(C)=O)=O)C2=C(C=NC=C2)F)OC